FC(C1CC(C1)CO)(F)F (3-(trifluoromethyl)cyclobutyl)methanol